N''-[[(2e)-3-[1-(2-nitrophenyl)-1H-pyrrol-2-yl]prop-2-en-1-ylidene]amino]guanidine [N+](=O)([O-])C1=C(C=CC=C1)N1C(=CC=C1)/C=C/C=NN=C(N)N